acetyl-DL-Leucine C(C)(=O)N[C@@H](CC(C)C)C(=O)O |r|